2-(hydroxyethyl)-2-dimethylaminopropane-1,3-Diol OCCC(CO)(CO)N(C)C